3-chloro-4-(1H-pyrazol-1-yl)benzonitrile ClC=1C=C(C#N)C=CC1N1N=CC=C1